7-(6-methyl-4-((1-methylcyclopropyl)amino)furo[2,3-d]pyrimidine-5-carbonyl)-5,6,7,8-tetrahydropyrido[3,4-d]pyrimidin-4(3H)-one CC1=C(C2=C(N=CN=C2NC2(CC2)C)O1)C(=O)N1CC=2N=CNC(C2CC1)=O